6-(2-(2-fluoro-3-(trifluoromethyl)phenyl)-2-hydroxyacetyl)-2-(1-(5-phenylpyridin-3-yl)cyclopropyl)-3,5,6,7,8,9-hexahydro-4H-pyrimido[5,4-c]azepin-4-one FC1=C(C=CC=C1C(F)(F)F)C(C(=O)N1CC2=C(CCC1)N=C(NC2=O)C2(CC2)C=2C=NC=C(C2)C2=CC=CC=C2)O